FC1=C(C=CC2=C1OC1=C2C=CC(=C1F)F)C1CCC(CC1)CCC 4,6,7-trifluoro-3-(4-propyl-cyclohexyl)dibenzofuran